C(CCCCCCCC)C1=CC(=C(C(=C1)C(C)(C)C)O)C(C)(C)C 4-nonyl-2,6-di-tert-butylphenol